N-(trans-4-ethoxycyclohexyl)-5-(3-(2,2-difluoroethyl)-2-methyl-3H-imidazo[4,5-b]pyridin-5-yl)pyrrolo[2,1-f][1,2,4]triazin-2-amine C(C)O[C@@H]1CC[C@H](CC1)NC1=NN2C(C=N1)=C(C=C2)C2=CC=C1C(=N2)N(C(=N1)C)CC(F)F